benzyl (4-(4-amino-1H-pyrazolo[3,4-d]pyrimidin-1-yl)bicyclo[2.2.1]heptan-1-yl)carbamate NC1=C2C(=NC=N1)N(N=C2)C21CCC(CC2)(C1)NC(OCC1=CC=CC=C1)=O